C(C)(C)NC1=CC=C(C=C1)NC(C)C N,N'-Di-isopropyl-p-phenylendiamin